O1C(COCC1)COC1=NC(N2C(C3=CC=C(C=C3CC2)C#CC2=NC=CC=C2)=C1)=O 2-([1,4]Dioxan-2-ylmethoxy)-9-pyridin-2-ylethynyl-6,7-dihydro-pyrimido[6,1-a]isoquinolin-4-one